(S)-6-((4-((1-(4-fluorophenyl)-2-hydroxyethyl)amino)-5-(3-(quinuclidin-4-yl)-1,2,4-oxadiazol-5-yl)pyrimidin-2-yl)amino)-1-isopropyl-1,2-dihydro-3H-pyrazolo[3,4-b]pyridin-3-one FC1=CC=C(C=C1)[C@@H](CO)NC1=NC(=NC=C1C1=NC(=NO1)C12CCN(CC1)CC2)NC2=CC=C1C(=N2)N(NC1=O)C(C)C